Tert-butyl (2S,4R)-2-(acetyl-d3)-4-fluoropyrrolidine-1-carboxylate C(C([2H])([2H])[2H])(=O)[C@H]1N(C[C@@H](C1)F)C(=O)OC(C)(C)C